4-Hydroxyphenylethyl 3-(4-hydroxy-3,5-diiodophenyl)-propanoate OC1=C(C=C(C=C1I)CCC(=O)OCCC1=CC=C(C=C1)O)I